C#CCC[C@H](CCCCC)O (5S)-1-Decyn-5-ol